COC(=O)C=1SC=C(C1)CC=1C(=NC(=CC1)N1CC2CC2C1)C 4-[(6-{3-azabicyclo[3.1.0]hex-3-yl}-2-methylpyridin-3-yl)methyl]thiophene-2-carboxylic acid methyl ester